1-Phenyl-3-p-methoxyphenyl-1-propanone C1(=CC=CC=C1)C(CCC1=CC=C(C=C1)OC)=O